tetrahydro-N,N-dimethyl-2,2-diphenyl-3-furanmethanamine mesylate S(C)(=O)(=O)O.CN(CC1C(OCC1)(C1=CC=CC=C1)C1=CC=CC=C1)C